1,4-bis(4-aminobutyl)piperazine NCCCCN1CCN(CC1)CCCCN